amino-N-hydroxypyrimidine-5-carboxamide NC1=NC=C(C=N1)C(=O)NO